1,6-bis(methacryloxycarbonylamino)trimethylhexane C(C(=C)C)(=O)OC(=O)NC(C(CCCCNC(=O)OC(C(=C)C)=O)C)(C)C